1-(2,4-dichlorophenyl)-1-methyl-3-[(1S)-1-(2-pyrimidin-2-yl-1,2,4-triazol-3-yl)ethyl]urea ClC1=C(C=CC(=C1)Cl)N(C(=O)N[C@@H](C)C=1N(N=CN1)C1=NC=CC=N1)C